NCC(=O)N1CCN(CC1)C(C1=C(C=C(C=C1)NC=1C=2N(C=CN1)C(=CN2)C=2C(=NN(C2)CC#C)C(F)F)CC)=O 2-amino-1-(4-(4-((3-(3-(difluoromethyl)-1-(prop-2-yn-1-yl)-1H-pyrazol-4-yl)imidazo[1,2-a]pyrazin-8-yl)amino)-2-ethylbenzoyl)piperazin-1-yl)ethan-1-one